Cl.CN1N=C2C(=CC(=CC2=C1)C=1SC2=C(N1)C=CC(=C2)C=2CCNCC2)C 2-(2,7-Dimethyl-2H-indazol-5-yl)-6-(1,2,3,6-tetrahydropyridin-4-yl)-1,3-benzothiazol-Hydrochlorid